BrC=1C=C(C=CC1)CC#N 2-(3-Bromophenyl)acetonitrile